ON(CCOCCNC(OC(C)(C)C)=O)C(C)C tert-Butyl (2-(2-(hydroxy(isopropyl)amino)ethoxy)ethyl)carbamate